C(C)(C)(C)OC(=O)N[C@H](C(SCCNC(=O)OC(C)(C)C)=O)CSSC1=NC=CC=C1[N+](=O)[O-] S-(2-((tert-butoxycarbonyl)amino)ethyl) (S)-2-((tert-butoxycarbonyl)amino)-3-((3-nitropyridin-2-yl)disulfaneyl)propanethioate